C(C1=CC=CC=C1)[C@@H](C(=O)N(C)OC)CC (S)-2-Benzyl-N-methoxy-N-methylbutanamide